ClC1=C2N=C(C=NC2=CC=C1OC=1C(=C(C(=CC1)N)N)F)C=1C=NN(C1)C1OCCCC1 4-((5-chloro-3-(1-(tetrahydro-2H-pyran-2-yl)-1H-pyrazol-4-yl)quinoxalin-6-yl)oxy)-3-fluorobenzene-1,2-diamine